ClC=1C(=NC(=NC1)NC1=C(C=C(C(=C1)C)C=1C[C@@H](N([C@H](C1)C1CCC1)C1COC1)C1CCC1)OC(C)C)NC1=C(C=CC=C1)S(=O)(=O)C(C)C 5-chloro-N2-(4-((trans)-2,6-dicyclobutyl-1-(oxetan-3-yl)-1,2,3,6-tetrahydropyridin-4-yl)-2-isopropoxy-5-methylphenyl)-N4-(2-(isopropylsulfonyl)phenyl)pyrimidine-2,4-diamine